C(#N)C1=C(C=C(C=C1)C(F)(F)F)N1C(N([C@H](C1)C#N)C1=CN=CC2=CC=CC=C12)=O |r| Racemic-1-(2-cyano-5-(trifluoromethyl)phenyl)-3-(isoquinolin-4-yl)-2-oxoimidazolidine-4-carbonitrile